6-(4-bromophenyl)-2-phenylpyrimidine-4-carboxylic acid ethyl ester C(C)OC(=O)C1=NC(=NC(=C1)C1=CC=C(C=C1)Br)C1=CC=CC=C1